(S)-7-(5-cyano-6-(2-methylazetidine-1-yl)-4-(trifluoromethyl)pyridin-2-yl)-7-azaspiro[3.5]nonan-2-carboxylic acid C(#N)C=1C(=CC(=NC1N1[C@H](CC1)C)N1CCC2(CC(C2)C(=O)O)CC1)C(F)(F)F